(R,S)-5-(p-Chlorophenyl)-6-(1-{1-[m-(trifluoromethyl)phenyl]ethyl}-1H-pyrazol-4-yl)-4-pyrimidinylamine ClC1=CC=C(C=C1)C=1C(=NC=NC1C=1C=NN(C1)[C@H](C)C1=CC(=CC=C1)C(F)(F)F)N